mercaptohexyl-imidazole SCCCCCCC=1NC=CN1